3-(2,3-dihydroxypropyl)-1H-indol-4-yl acetate C(C)(=O)OC1=C2C(=CNC2=CC=C1)CC(CO)O